TRIETHYLAMMONIUM CHLORID [Cl-].C(C)[NH+](CC)CC